FC1=C(CCO)C=CC=C1 2-fluorophenethyl alcohol